Methyl ((1R,2R,4S)-4-hydroxy-2-(3-methoxyphenyl)-6-oxocyclohexyl)carbamate O[C@H]1C[C@@H]([C@H](C(C1)=O)NC(OC)=O)C1=CC(=CC=C1)OC